bis(pyrenylcarbonyl)methoxypyrene C1(=CC=C2C=CC3=CC=CC4=CC=C1C2=C34)C(=O)C(OC3=CC=C4C=CC2=CC=CC1=CC=C3C4=C21)C(=O)C2=CC=C1C=CC4=CC=CC3=CC=C2C1=C43